CN1C(C2C3C(C(C1=O)C2)CC(N(C3=O)C3=CC=C(C=C3)CC3=CC=C(C=C3)C)=O)=O 7-methyl-2-(4-(4-methylbenzyl)phenyl)tetrahydro-1H-5,9-methanopyrido[3,4-d]azepin-1,3,6,8(2H,4H,7H)-tetraone